CC1=C(C=CC(=O)O)C(=CC=C1)C 2,6-dimethylcinnamic acid